NC(CN1CC2=CC(=CC=C2[C@H](C1)C)C(=O)NC=1C=NC=C(C1)N1CC(CC1)F)=O (4R)-2-(2-amino-2-oxo-ethyl)-N-[5-(3-fluoropyrrolidin-1-yl)-3-pyridyl]-4-methyl-3,4-dihydro-1H-isoquinoline-7-carboxamide